C1(=C(C=CC=C1)CNC)CNC 1,1'-(1,2-phenylene)bis(N-methylmethanamine)